COC(CNC(=O)C1=NC=C(C=C1O)C1CCN(CC1)CC1=CC=C(C=C1)Cl)=O (5-(1-(4-chlorobenzyl)-piperidin-4-yl)-3-hydroxy-pyridine-2-carbonyl)glycine methyl ester